ClC1=NC=C(C(=C1)C1=C2N(N=C1)CC(C2)(C)C)Cl 3-(2,5-dichloropyridin-4-yl)-5,5-dimethyl-5,6-dihydro-4H-pyrrolo[1,2-b]pyrazole